tert-butyl 7-(1-(3-(2-(2-aminoethoxy)ethoxy)propyl)-3,5-dimethyl-1H-pyrazol-4-yl)-3-(3-(4-chloro-3,5-dimethylphenoxy)propyl)-1-methyl-1H-indole-2-carboxylate NCCOCCOCCCN1N=C(C(=C1C)C=1C=CC=C2C(=C(N(C12)C)C(=O)OC(C)(C)C)CCCOC1=CC(=C(C(=C1)C)Cl)C)C